3-bromo-1,2-methylenedioxybenzene BrC=1C2=C(C=CC1)OCO2